C(C#C)N1C2CN(CC1CC2)C(=O)OC(C)(C)C tert-butyl 8-prop-2-ynyl-3,8-diazabicyclo[3.2.1]octane-3-carboxylate